NCCC1CCNCC1 4-(2-aminoethyl)piperidin